(S)-4-(3-{5-[(R)-(1,3-Dimethyl-azetidin-3-yl)-hydroxy-(4-isopropyl-phenyl)-methyl]-pyridin-3-yl}-[1,2,4]oxadiazol-5-yl)-1-isopropyl-pyrrolidin-2-one CN1CC(C1)(C)[C@@](C=1C=C(C=NC1)C1=NOC(=N1)[C@H]1CC(N(C1)C(C)C)=O)(C1=CC=C(C=C1)C(C)C)O